ClC=1C=C(C=C(C1)OCC=1N=CSC1C)N1C(N(C(C(=C1)C=1C=NC(=CC1)OC)=O)C=1C=NC=CC1)=O 1-(3-chloro-5-((5-methylthiazol-4-yl)methoxy)phenyl)-5-(6-methoxypyridin-3-yl)-3-(pyridin-3-yl)pyrimidine-2,4(1H,3H)-dione